C(CCCCCCCCC)C1=C(C(=C(C=C1)S(=O)(=O)O)OC1=CC=CC=C1)S(=O)(=O)O decyl-sulfophenoxy-benzenesulfonic acid